NC1=C(C2=C(S1)CCC21CN(C1)C=1C2=C(N=C(N1)Cl)CCN(C2)C(=O)OC(C)(C)C)C#N tert-butyl 4-(2-amino-3-cyano-spiro[5,6-dihydrocyclopenta[b]thiophene-4,3'-azetidine]-1'-yl)-2-chloro-7,8-dihydro-5H-pyrido[4,3-d]pyrimidine-6-carboxylate